COC1=C(C=CC=C1C1=NN(C=N1)C)C1=C(N=NC=C1)C(=O)N (2-methoxy-3-(1-methyl-1H-1,2,4-triazol-3-yl)phenyl)pyridazine-3-carboxamide